C(C)O[Si](CCCCCC[Si](C1=CC=CC=C1)(N1CCN(CC1)C)N1CCN(CC1)C)(OCC)OCC 1-triethoxysilyl-6-bis(4-methylpiperazin-1-yl)phenylsilylhexane